C(=O)O.FC(CC1=C(C=CC(=C1)C(F)(F)F)C1=C2C(=C(N=N1)N)C=NC=C2)(F)F 1-[2-(2,2,2-trifluoroethyl)-4-(trifluoromethyl)phenyl]pyrido[3,4-d]pyridazin-4-amine formate